(3R)-1-methyl-3-(6-(2-methyl-2H-pyrazolo[3,4-b]pyridin-5-yl)thieno[2,3-b]pyridin-2-yl)-3-pyrrolidinol CN1C[C@@](CC1)(O)C1=CC=2C(=NC(=CC2)C2=CC=3C(N=C2)=NN(C3)C)S1